2-hydroxy-1-{4-[(2-{3-[(2-hydroxy-4-methanesulfonyl-phenyl)amino]prop-1-yn-1-yl}-1-(2,2,2-trifluoroethyl)-1H-indol-4-yl)amino]piperidin-1-yl}ethan-1-one OCC(=O)N1CCC(CC1)NC1=C2C=C(N(C2=CC=C1)CC(F)(F)F)C#CCNC1=C(C=C(C=C1)S(=O)(=O)C)O